5-((4-chlorophenyl)(cyano)methyl)-2-(methylsulfonylamino)-N-(3,4,5-trichlorophenyl)benzamide ClC1=CC=C(C=C1)C(C=1C=CC(=C(C(=O)NC2=CC(=C(C(=C2)Cl)Cl)Cl)C1)NS(=O)(=O)C)C#N